4-methyl-2-(4-(phenylsulfonyl)phenyl)-1H-benzo[d]imidazole CC1=CC=CC=2NC(=NC21)C2=CC=C(C=C2)S(=O)(=O)C2=CC=CC=C2